3-bromopyrazolo[1,5-a]pyrimidin-5-yl-2,4,6-triisopropylbenzenesulfonic acid anion BrC=1C=NN2C1N=C(C=C2)C=2C(=C(C(=CC2C(C)C)C(C)C)S(=O)(=O)[O-])C(C)C